COC1=CC=C(C=C1)C1C2(C(CCC1(C(=O)OC)C(=O)[O-])\C=C\C1=CC=C(C=C1)OC)C(C=CC=1OCOCC12)=O methyl 2'-p-methoxyphenyl-6'-((E)-p-methoxystyryl)-6-oxo-6H-spiro(benzo[d][1,3]dioxin-5,1'-cyclohexane)-3',3'-diformate